C(C)(C)(C)OC(=O)N1CCN(CC1)C1=C2C=NN(C2=CC(=C1)Br)C=1SC(=NN1)C(F)F 4-{6-bromo-1-[5-(difluoromethyl)-1,3,4-thiadiazol-2-yl]indazol-4-yl}piperazine-1-carboxylic acid tert-butyl ester